4,4'-(3-(3-(tert-butyl)-4-hydroxybenzylidene)penta-1,4-diyne-1,5-diyl)bis(2-(tert-butyl)-4-hydroxycyclohexa-2,5-dien-1-one) C(C)(C)(C)C=1C=C(C=C(C#CC2(C=C(C(C=C2)=O)C(C)(C)C)O)C#CC2(C=C(C(C=C2)=O)C(C)(C)C)O)C=CC1O